(2S,3S)-ethyl 3-((2-(2-chloro-5H-pyrrolo[2,3-b]pyrazin-7-yl)-5-fluoro-6-(thiazol-2-yl)pyrimidin-4-yl)amino)bicyclo[2.2.2]octane-2-carboxylate ClC=1N=C2C(=NC1)NC=C2C2=NC(=C(C(=N2)N[C@@H]2[C@H](C1CCC2CC1)C(=O)OCC)F)C=1SC=CN1